Cl.FC(C1=CC=C(C=C1)[C@H](C)N)(F)F (S)-1-(4-(trifluoromethyl)phenyl)ethan-1-amine hydrochloride